(1r,3r)-3-(4-(2-(4-((6-(2-oxo-6-azaspiro[3.3]heptane-6-yl)pyridin-3-yl)oxy)phenyl)propan-2-yl)benzeneOxy)cyclobutylamine O=C1CC2(C1)CN(C2)C2=CC=C(C=N2)OC2=CC=C(C=C2)C(C)(C)C2=CC=C(C=C2)OC2CC(C2)N